4-(trifluoromethoxy)-phenyl isothiocyanate FC(OC1=CC=C(C=C1)N=C=S)(F)F